C1=C2C(=NC=N2)ON=C1[N+](=O)[O-] nitroimidazo-oxazine